FC1=C(C=CC=C1)S(=O)(=O)NC(=O)C1=NOC(C1)(C1=CC=CC=C1)C1=CC=CC=C1 N-((2-fluorophenyl)sulfonyl)-5,5-diphenyl-4,5-dihydro-isoxazole-3-carboxamide